methyl (αE)-2-[[2-chloro-4-(trifluoromethyl)phenoxy]methyl]-α-(methoxymethylene)benzeneacetate ClC1=C(OCC2=C(C=CC=C2)\C(\C(=O)OC)=C/OC)C=CC(=C1)C(F)(F)F